C(C1=CC=CC=C1)(=O)O[C@@H]1[C@H](OCC=C)O[C@H]([C@@H]([C@H]1OCC1=CC=CC=C1)O)CO allyl 2-O-benzoyl-3-O-benzyl-α-L-glucopyranoside